C1(CC1)S(=O)(=O)NC1=CC(=NC=C1)[C@H](CCCN(C)C)NC(=O)C=1SC(=CN1)C1=NC(=CN=C1)OCC (S)-N-(1-(4-(cyclopropanesulfonamido)pyridin-2-yl)-4-(dimethylamino)butyl)-5-(6-ethoxypyrazin-2-yl)thiazole-2-carboxamide